5-Cyano-N-(3-ethyl-1H-indazol-5-yl)-3-methyl-4-(trifluoromethyl)picolinamide C(#N)C=1C(=C(C(=NC1)C(=O)NC=1C=C2C(=NNC2=CC1)CC)C)C(F)(F)F